triphenyl phosphite TRIPHENYL-PHOSPHITE C1(=CC=CC=C1)OP(OC1=CC=CC=C1)OC1=CC=CC=C1.P(OC1=CC=CC=C1)(OC1=CC=CC=C1)OC1=CC=CC=C1